tert-butyl (4-(3-isopropyl-6-(3-methoxypropoxy)-3,4-dihydroisoquinolin-7-yl)thiazol-2-yl)carbamate C(C)(C)C1N=CC2=CC(=C(C=C2C1)OCCCOC)C=1N=C(SC1)NC(OC(C)(C)C)=O